(R)-4-(2-Amino-2-methylpropanoyl)-N-(1-(4-((((trans)-4-aminocyclohexyl)(ethyl)amino)methyl)phenyl)-2-oxo-1,2-dihydropyrimidin-4-yl)-3-methylpiperazine-1-carboxamide hydrochloride salt Cl.NC(C(=O)N1[C@@H](CN(CC1)C(=O)NC1=NC(N(C=C1)C1=CC=C(C=C1)CN(CC)[C@@H]1CC[C@H](CC1)N)=O)C)(C)C